ClC=1C=CC(=NC1)C=1C(=NC=CN1)[C@@H](C)N |r| (rac)-1-[3-(5-chloropyridin-2-yl)pyrazin-2-yl]ethan-1-amine